C(CC)(=O)O.C[Si](C)(C)[Na] (trimethylsilyl)sodium propionate